F[C@@H]1[C@@H](CN(C1)C1=C2C=CC=NC2=C(C=C1)C(F)(F)F)N (3R,4S)-4-fluoro-1-(8-trifluoromethyl-quinolin-5-yl)-pyrrolidin-3-ylamine